butyl-N-[3-({[(1R,2R,3S,4R)-4-[5-(4-benzylthiophen-2-yl)pyrrolo[2,3-d]pyrimidin-7-yl]-2,3-dihydroxycyclopentyl]methyl}amino)propyl]-N-{2-[4-(trifluoromethyl)phenyl]ethyl}carbamate C(CCC)OC(N(CCC1=CC=C(C=C1)C(F)(F)F)CCCNC[C@@H]1[C@H]([C@H]([C@@H](C1)N1C=C(C2=C1N=CN=C2)C=2SC=C(C2)CC2=CC=CC=C2)O)O)=O